C(C)(=O)O[C@@H]1[C@@H](O[C@H]([C@H]([C@@H]1OC(C)=O)OC(C)=O)OC(C)=O)CF [(2R,3S,4R,5S,6S)-4,5,6-triacetoxy-2-(fluoromethyl)tetrahydropyran-3-yl] acetate